tert-butyl (4S)-4,5-diamino-5-oxo-pentanoate hydrochloride Cl.N[C@@H](CCC(=O)OC(C)(C)C)C(=O)N